N-((1-methylcyclopropyl)sulfonyl)benzamide CC1(CC1)S(=O)(=O)NC(C1=CC=CC=C1)=O